ClCC(=O)N1C(CN(CC1)C1=NC(=NC(=N1)N[C@H](CNC1=C(C=CC=C1)F)CCO)NC)C(=O)NCC1C(NCC1)=O 1-(2-Chloroacetyl)-4-(4-(((S)-1-((2-fluorophenyl)amino)-4-hydroxybut-2-yl)amino)-6-(methylamino)-1,3,5-triazin-2-yl)-N-((2-oxopyrrolidin-3-yl)methyl)piperazine-2-carboxamide